NCCCCCNC(=O)C=1NC(=CC1)C=1C=NN(C1)C1=CC=CC=C1 N-(5-aminopentyl)-5-(1-phenyl-1H-pyrazol-4-yl)-1H-pyrrole-2-carboxamide